C(C)N(CCOC=1C(C2=CC3=CC(=CC=C3C2=CC1)OCCN(CC)CC)=O)CC 2,7-bis-[2-(diethylamino)ethoxy]-fluorenone